3-[dimethyl-(2-hydroxyethyl) ammonio]-1-propanesulfonate C[N+](CCCS(=O)(=O)[O-])(CCO)C